(R)-tert-butyl (8-(5-(benzyloxy)-6-(2,3-dichlorophenyl)-2-(hydroxymethyl)pyridin-3-yl)-8-azaspiro[4.5]decan-1-yl)carbamate C(C1=CC=CC=C1)OC=1C=C(C(=NC1C1=C(C(=CC=C1)Cl)Cl)CO)N1CCC2(CCC[C@H]2NC(OC(C)(C)C)=O)CC1